3-[(3-cyano-5-fluorophenyl)methoxy]-5-(3,3-difluoroazetidin-1-yl)pyridin C(#N)C=1C=C(C=C(C1)F)COC=1C=NC=C(C1)N1CC(C1)(F)F